1-((5-(5-(difluoromethyl)-1,3,4-oxadiazole-2-yl)pyridine-2-yl)methyl)-3-methyl-5-(pyridine-3-yl)-1,3-dihydro-2H-benzo[d]imidazole-2-one FC(C1=NN=C(O1)C=1C=CC(=NC1)CN1C(N(C2=C1C=CC(=C2)C=2C=NC=CC2)C)=O)F